N1(C=CC=C1)C=1C=C(C(=O)O)C=CC1 3-(1H-pyrrol-1-yl)benzoic acid